C(C)(C)(C)OC(=O)N(C(OC(C)(C)C)=O)C=1C2=C(N=CN1)N(C=C2C2=CC=C(C=C2)OC2=CC=CC=C2)C2CCC(CC2)N(C(CCl)=O)CCNC(=O)OC(C)(C)C tert-butyl (tert-butoxycarbonyl)(7-(4-(N-(2-((tert-butoxycarbonyl)amino) ethyl)-2-chloroacetamido)cyclohexyl)-5-(4-phenoxyphenyl)-7H-pyrrolo[2,3-d]pyrimidin-4-yl)carbamate